(2S)-4-[2-(cyclobutoxy)ethyl-[4-(5,6,7,8-tetrahydro-1,8-naphthyridin-2-yl)butyl]amino]-2-(diisopropylcarbamoylamino)butanoic acid C1(CCC1)OCCN(CC[C@@H](C(=O)O)NC(N(C(C)C)C(C)C)=O)CCCCC1=NC=2NCCCC2C=C1